FC(CN1N=NC2=C1C=C(C=C2)C=2C=CN1N=C(N=C(C12)OC)N[C@@H]1C(CN(CC1)C(C)=O)(F)F)F (S)-1-(4-((5-(1-(2,2-difluoroethyl)-1H-benzo[d][1,2,3]triazol-6-yl)-4-methoxypyrrolo[2,1-f][1,2,4]triazin-2-yl)amino)-3,3-difluoropiperidin-1-yl)ethan-1-one